C[C@H]1CC[C@@H](N(C1)C(C(=O)NC=1C=C(C=NC1)C(=O)N)=O)C1=CC=C(C=C1)NCC(F)(F)F 5-[[2-[(2R,5S)-5-Methyl-2-[4-(2,2,2-trifluoroethylamino)phenyl]-1-piperidyl]-2-oxo-acetyl]amino]pyridine-3-carboxamide